COC=1C=C(C=CC1)C(C#N)(\C=C\C1=CC=CC=C1)O[Si](C)(C)C (E)-2-(3-methoxyphenyl)-4-phenyl-2-((trimethylsilyl)oxy)but-3-enenitrile